1-(4,6-Dihydroxy-2-methoxy-3-methylphenyl)butan-1-one tert-butyl-(S,E)-2-(2-sulfamoylvinyl)pyrrolidine-1-carboxylate C(C)(C)(C)OC(=O)N1[C@@H](CCC1)\C=C\S(N)(=O)=O.OC1=C(C(=C(C(=C1)O)C(CCC)=O)OC)C